ClC1=NC(=C2N=CN(C2=N1)CC)N1C(CCC1)=O 1-(2-chloro-9-ethyl-9H-purin-6-yl)pyrrolidin-2-one